7-[8-ethyl-7-fluoro-3-(methoxymethoxy)naphthalen-1-yl]-2-methanesulfinyl-8-methyl-4-(1,4-oxazepan-4-yl)pyrano[4,3-d]pyrimidin-5-one C(C)C=1C(=CC=C2C=C(C=C(C12)C1=C(C=2N=C(N=C(C2C(O1)=O)N1CCOCCC1)S(=O)C)C)OCOC)F